C(C)(C)(C)C=1C=C2C=3C=C4C(=CC3NC2=CC1)C(CCC4(C)C)(C)C 2-(tertiary butyl)-7,7,10,10-tetramethyl-7,8,9,10-tetrahydro-5H-benzo[b]carbazole